(1-{2,6-difluoro-4-[4-(4-fluoro-phenyl)-thiazol-2-yl]-phenyl}-piperidin-4-yl)-acetic acid ethyl ester C(C)OC(CC1CCN(CC1)C1=C(C=C(C=C1F)C=1SC=C(N1)C1=CC=C(C=C1)F)F)=O